C(C)(C)(C)OC(=O)N1C[C@H](N([C@H](C1)C)C(=O)N1N=CC[C@H]1C1=CC(=CC(=C1)F)C#N)C (3R,5S)-4-((S)-5-(3-cyano-5-fluorophenyl)-4,5-dihydro-1H-pyrazole-1-carbonyl)-3,5-dimethylpiperazine-1-carboxylic acid tert-butyl ester